3-chloro-2,6-difluorophenol ClC=1C(=C(C(=CC1)F)O)F